[Na+].CNC([S-])=S methyldithiocarbamic acid sodium salt